1-methyl-2-oxo-4-{2-[4-(trifluoromethoxy)phenyl]-2,8-diazaspiro[4.5]decan-8-yl}-1,2-dihydroquinoline-3-carbonitrile CN1C(C(=C(C2=CC=CC=C12)N1CCC2(CCN(C2)C2=CC=C(C=C2)OC(F)(F)F)CC1)C#N)=O